ClC1=C(C(=O)NC2=CC=C3C=NN(C3=C2)C=2C=NN(C2)C)C(=CC(=C1)C#N)F 2-Chloro-4-cyano-6-fluoro-N-(1-(1-methyl-1H-pyrazol-4-yl)-1H-indazol-6-yl)benzamide